COC(\C=C(\C)/NC1=C(C(=CC=C1)OCC(C(=O)NC(C)C)(C)C)C#N)=O (Z)-Methyl-3-(2-cyano-3-(3-(isopropylamino)-2,2-dimethyl-3-oxopropoxy)-phenylamino)but-2-enoate